N-(3-methoxyphenyl)-2-(1-methyl-1H-imidazol-5-yl)-1H-pyrrolo[3,2-c]pyridin-6-amine COC=1C=C(C=CC1)NC1=CC2=C(C=N1)C=C(N2)C2=CN=CN2C